(3,4-dimethoxyphenyl)prop-2-en-1-one COC=1C=C(C=CC1OC)C(C=C)=O